O[C@]1(C[C@@H]2[C@@H]([C@H]3CC[C@]4([C@H]([C@@H]3CC2)CC[C@@H]4C(C)=O)C)CCC1)C 1-((1S,3aS,3bR,5aR,7R,10aS,10bR,12aS)-7-hydroxy-7,12a-dimethyloctadecahydrocyclohepta[a]cyclopenta[f]naphthalen-1-yl)ethan-1-one